10-[4-[4,6-Di(adamantan-1-yl)-1,3,5-triazin-2-yl]phenyl]-9,9-dimethyl-9,10-dihydroacridine C12(CC3CC(CC(C1)C3)C2)C2=NC(=NC(=N2)C23CC1CC(CC(C2)C1)C3)C3=CC=C(C=C3)N3C=1C=CC=CC1C(C1=CC=CC=C31)(C)C